N-(4-(5-fluoro-2-(3-fluoro-4-(2-methoxyethoxy)phenylamino)pyrimidin-4-ylamino)phenyl)acrylamide FC=1C(=NC(=NC1)NC1=CC(=C(C=C1)OCCOC)F)NC1=CC=C(C=C1)NC(C=C)=O